tert-butyl (S)-4-(6-aminopyridazin-3-yl)-2-methyl-3,6-dihydropyridine-1(2H)-carboxylate NC1=CC=C(N=N1)C=1C[C@@H](N(CC1)C(=O)OC(C)(C)C)C